(9aR)-8-(2-(4-methoxy-3-(1-methyl-1H-pyrazol-4-yl)phenyl)propyl)-9-oxooctahydro-2H-pyrazino[1,2-a]pyrazine-2-carbonitrile COC1=C(C=C(C=C1)C(CN1C([C@@H]2N(CCN(C2)C#N)CC1)=O)C)C=1C=NN(C1)C